cis-3-(5-fluorobenzimidazol-1-yl)cyclobutanecarboxylic acid FC1=CC2=C(N(C=N2)[C@H]2C[C@H](C2)C(=O)O)C=C1